N[C@H](C(=O)NC1C(CC2=CC=CC=C12)(C(=O)NC1=C(C=CC=C1)C)N1C(N[C@@H](C1)C(C)C)=O)C(C1CCCCC1)C1CCCCC1 ((S)-2-amino-3,3-dicyclohexylpropionamido)-2-((R)-4-isopropyl-2-oxoimidazolidin-1-yl)-N-(o-tolyl)-2,3-dihydro-1H-indene-2-carboxamide